rac-N-((1R,2S)-2-cyclobutyl-cyclopropyl)-7-methoxy-2-(tetrahydro-2H-pyran-4-yl)imidazo[1,2-a]pyridine-6-carboxamide C1(CCC1)[C@H]1[C@@H](C1)NC(=O)C=1C(=CC=2N(C1)C=C(N2)C2CCOCC2)OC |r|